CN([N@+]1([C@@H](C=C[C@@H](C1)C1=CC=C(C=C1)C)C1=CC=C(C=C1)C)[O-])C (1S,2S,5R)-1-(dimethylamino)-2,5-bis(4-methylphenyl)-2,5-dihydropyridine 1-oxide